ClC=1C(=C2C=NNC2=C(C1F)NC1CCC1)C=1N=CC=2N(C1)C=C(N2)NC(=O)[C@H]2[C@H](C2)F (1S,2S)-N-(6-(5-chloro-7-(cyclobutylamino)-6-fluoro-1H-indazol-4-yl)imidazo[1,2-a]pyrazin-2-yl)-2-fluorocyclopropane-1-carboxamide